C(C)NC=1C2=C(N=CN1)C=CS2 N-ethylthieno[3,2-d]pyrimidin-4-amine